C(#N)N1CC(CC1C)C(=O)NC=1SC(=CN1)N1CCCCC1 1-cyano-5-methyl-N-(5-(piperidin-1-yl)thiazol-2-yl)pyrrolidine-3-carboxamide